C(C)OC(=O)C=1NC=C(C1C1=NC=CC=C1)Br 4-bromo-3-(pyridin-2-yl)-1H-pyrrole-2-carboxylic acid ethyl ester